FC1([C@@H](NC[C@H](C1)C)C1=CC=C(C=C1)F)F (2S,5S)-3,3-difluoro-2-(4-Fluorophenyl)-5-methyl-piperidine